BrC1=C(C=CC=C1)[C@@]1(CN(CCO1)C1=NC(=NC(=C1)N)N)CO |r| (R/S)-(2-(2-bromophenyl)-4-(2,6-diaminopyrimidin-4-yl)morpholin-2-yl)methanol